BrC1=CC=C(O1)C1=NC2=C(N1C)C=CC(=C2)C(F)(F)F 2-(5-bromofuran-2-yl)-1-methyl-5-(trifluoromethyl)-1H-benzo[d]imidazole